C1(CCCC1)C[C@]1(CN(CCC1)C1=CC(=C(C(=C1)F)S(=O)(=O)NC1=NC=NC=C1)F)N(C)C (R)-4-(3-(cyclopentylmethyl)-3-(dimethylamino)piperidin-1-yl)-2,6-difluoro-N-(pyrimidin-4-yl)benzenesulfonamide